FC=1C=C(C=C(C1[C@@H]1N([C@H](CC2=C1NC1=CC=CC(=C21)F)C)CC(F)(F)F)F)NC2CN(C2)CCCF N-(3,5-difluoro-4-((1S,3S)-5-fluoro-3-methyl-2-(2,2,2-trifluoroethyl)-2,3,4,9-tetrahydro-1H-pyrido[3,4-b]indol-1-yl)phenyl)-1-(3-fluoropropyl)azetidin-3-amine